1-[6-[(4S)-3,3-difluoro-4-piperidyl]-1-methyl-indazol-3-yl]hexahydropyrimidine-2,4-dione hydrochloride Cl.FC1(CNCC[C@H]1C1=CC=C2C(=NN(C2=C1)C)N1C(NC(CC1)=O)=O)F